4-(3-(3-chloro-4-methylphenoxy)-5-methylphenyl)-6-methyl-7-oxo-N-propyl-6,7-dihydro-1H-pyrrolo[2,3-c]pyridine-2-carboxamide ClC=1C=C(OC=2C=C(C=C(C2)C)C=2C3=C(C(N(C2)C)=O)NC(=C3)C(=O)NCCC)C=CC1C